COC(C(CC1=CC(=CC=C1)CO)NC(NC1=C2CCCC2=CC=2CCCC12)=O)=O.BrC1=C(C(=C(C(=C1[2H])[2H])[2H])[2H])[2H] bromobenzene-d5 methyl-2-{[(1,2,3,5,6,7-hexahydro-s-indacen-4-yl)carbamoyl]amino}-3-[3-(hydroxymethyl)phenyl]propanoate